N1C(=NC=C1)C1=C(C=C(C=C1)[N+](=O)[O-])N1CCC(CC1)(F)F 1-(2-(1H-imidazole-2-yl)-5-nitrophenyl)-4,4-difluoropiperidine